N1=CC=C(C=C1)CNC(=O)C1=NC=NC(=C1)C1=CC(=CC=C1)Cl 6-(3-Chloro-phenyl)-pyrimidine-4-carboxylic acid (pyridin-4-ylmethyl)-amide